N1(CCCCC1)C(=O)ON(CC1=CC=C(C=C1)NC1=NC=C(C(=N1)NC1=C(C=CC=C1)C(NOC)=O)C(F)(F)F)C(=O)OCC1C2=CC=CC=C2C=2C=CC=CC12 ((((9H-fluoren-9-yl) methoxy) carbonyl) (4-(((4-((2-(methoxycarbamoyl) phenyl) amino))-5-(trifluoromethyl) pyrimidin-2-yl) amino) benzyl) amino) piperidine-1-carboxylate